C1(=CC=CC=C1)C1=CC(NC=C1C(=O)N1CCNCC1)=O 4-phenyl-5-(piperazin-1-carbonyl)pyridin-2(1H)-on